ClC1=C(N=CN1C=1C(NC=CC1)=O)C(=O)N1[C@H](C=2C(CC1)=C(N(N2)C)C2=CC(=CC(=C2)F)F)C 3-[5-chloro-4-[(7S)-3-(3,5-difluorophenyl)-2,7-dimethyl-5,7-dihydro-4H-pyrazolo[3,4-c]pyridine-6-carbonyl]imidazol-1-yl]-1H-pyridin-2-one